((1S,3S)-3-(6-((6-methoxy-2-methyl-1,2,3,4-tetrahydroisoquinolin-7-yl)amino)-1H-pyrazolo[3,4-d]pyrimidin-1-yl)cyclohexyl)methanol hydrochloride Cl.COC=1C=C2CCN(CC2=CC1NC1=NC=C2C(=N1)N(N=C2)[C@@H]2C[C@H](CCC2)CO)C